methyl 1-(4-methoxybenzoyl)-3-{[(4-methoxyphenyl)methyl]sulfanyl}pyrrolidine-3-carboxylate COC1=CC=C(C(=O)N2CC(CC2)(C(=O)OC)SCC2=CC=C(C=C2)OC)C=C1